NC1=NC=NN2C1=C(C=C2C=2C=C(C(=NC2)OC)C(=O)NC2CN(CC2F)CC2COCC2)C(F)(F)F 5-[4-amino-5-(trifluoromethyl)pyrrolo[2,1-f][1,2,4]triazin-7-yl]-N-{4-fluoro-1-[(oxolan-3-yl)methyl]pyrrolidin-3-yl}-2-methoxypyridine-3-carboxamide